C(C)(C)(C)OC(NC1CCN(CC1)CCN)=O tert-butyl(1-(2-aminoethyl)piperidin-4-yl)carbamate